C(C1=CC=CC=C1)N1CCC(CC1)NC=1C=C(SC1Cl)S(=O)(=O)NC1=CC=C(C=C1)OC 4-((1-benzylpiperidin-4-yl)amino)-5-chloro-N-(4-methoxyphenyl)thiophene-2-sulfonamide